6,7-dimethoxy-9-(6-thiomorpholinopyridin-3-yl)naphtho[2,3]furan COC=1C(=CC2=C(C3=C(C=CO3)C=C2C1)C=1C=NC(=CC1)N1CCSCC1)OC